3-chloro-1-[4-(trifluoromethoxy)phenyl]propan-1-ol ClCCC(O)C1=CC=C(C=C1)OC(F)(F)F